ammonium 5-[5-({cis-3-[4-(4-fluoropyridin-2-yl)phenyl]cyclobutyl}oxy)pyrazin-2-yl]isoxazol-3-olate FC1=CC(=NC=C1)C1=CC=C(C=C1)[C@H]1C[C@H](C1)OC=1N=CC(=NC1)C1=CC(=NO1)[O-].[NH4+]